2-methyl-6-propylmorpholine CC1CNCC(O1)CCC